2,9,11-trimethylspiro[5.5]undec-9-en CC1CC2(CCC1)CCC(=CC2C)C